OC(=O)C(F)(F)F.C12OCC(CC1)(CC2)CO[C@@H]([C@@H](C(=O)N2CCC(CC2)C=2SC=CN2)N)C (2S,3R)-3-(2-oxabicyclo[2.2.2]octan-4-ylmethoxy)-2-amino-1-(4-(thiazol-2-yl)piperidin-1-yl)butan-1-one TFA salt